ClC=1C=CC2=C([C@@H](C[C@@H](O2)C(=O)NC23CC(C2)(C3)NC(COC3=CC(=C(C=C3)Cl)F)=O)OC)C1 |r| rac-(2R,4R)-6-chloro-N-{3-[2-(4-chloro-3-fluorophenoxy)acetamido]bicyclo[1.1.1]pentan-1-yl}-4-methoxy-3,4-dihydro-2H-1-benzopyran-2-carboxamide